O1C(OCC1)C1=C(C=CC=C1OCC1=CC=C(C=C1)OC)C1=CC(=CC=C1)C1=NC=CC(=N1)NC=1N=CC2=C(C=CC(=C2C1)C(C)C)N1CC(C1)CS(=O)(=O)C 3-N-(2-(2'-(1,3-dioxolan-2-yl)-3'-((4-methoxybenzyl)oxy)-[1,1'-biphenyl]-3-yl)pyrimidin-4-yl)-5-isopropyl-8-(3-((methylsulfonyl)methyl)azetidin-1-yl)isoquinolin-3-amine